8-fluoro-2-(((2R,7aS)-2-fluorotetrahydro-1H-pyrrolizin-7a(5H)-yl)methoxy)-N-methyl-7-(8-(prop-1-yn-1-yl)naphthalen-1-yl)-N-((R)-pyrrolidin-3-yl)pyrido[4,3-d]pyrimidin-4-amine FC1=C(N=CC2=C1N=C(N=C2N([C@H]2CNCC2)C)OC[C@]21CCCN1C[C@@H](C2)F)C2=CC=CC1=CC=CC(=C21)C#CC